C=1N=CN2C1C1=CC=CC=C1C2C2(CCOCC2)O 4-(5H-Imidazo[5,1-a]isoindol-5-yl)tetrahydro-2H-pyran-4-ol